[Cl-].C[N+]1(CCOCC1)CC1=CC=C(C=C1)C(=O)N1C(CCC1)=O 4-methyl-4-(4-((2-oxopyrrolidin-1-yl)carbonyl)benzyl)morpholin-4-ium chloride